t-butyl-methacrylamide C(C)(C)(C)C=C(C(=O)N)C